5-bromobenzothiophene BrC=1C=CC2=C(C=CS2)C1